SCCC[Si](C)(C)C gamma-mercaptopropyl-tri(methyl)silane